N-[(3R,5R)-1-methyl-3,5-dimethyl-4-piperidyl]-6-{3-[4-(N-methylcarbamoyl)-2-anisidino]-1-propynyl}-1-(2,2,2-trifluoroethyl)-1H-1,3-benzimidazole-4-carboxamide CN1C[C@H](C([C@@H](C1)C)NC(=O)C1=CC(=CC=2N(C=NC21)CC(F)(F)F)C#CCNC=2C(OC)=CC=C(C2)C(NC)=O)C